4-(2-Oxo-1-(3-(pyridin-4-yl)bicyclo[1.1.1]pentan-1-yl)piperidin-4-yl)thiophene-2-carbonitrile O=C1N(CCC(C1)C=1C=C(SC1)C#N)C12CC(C1)(C2)C2=CC=NC=C2